C1(=CC=C(C=C1)C=1OC(=NN1)C1=CC=CC=C1)C1=CC=CC=C1 2-([1,1'-biphenyl]-4-yl)-5-phenyl-1,3,4-oxadiazole